N-[4-(4-{[2-(dimethylamino)ethyl]amino}-3-methyl-1H-pyrazolo[3,4-d]pyrimidin-6-yl)-2-methoxyphenyl]-2,5-difluorobenzenesulfonamide CN(CCNC1=C2C(=NC(=N1)C1=CC(=C(C=C1)NS(=O)(=O)C1=C(C=CC(=C1)F)F)OC)NN=C2C)C